2-[7-(1-carboxyethyl)-4,10-bis(carboxymethyl)-1,4,7,10-tetraazacyclododecan-1-yl]-3-{4-[2-(2-ethoxyethoxy)ethoxy]phenyl}propanoic acid C(=O)(O)C(C)N1CCN(CCN(CCN(CC1)CC(=O)O)C(C(=O)O)CC1=CC=C(C=C1)OCCOCCOCC)CC(=O)O